C(C)(C)OC(N[C@@H]1CC[C@H](CC1)C=1SC(=CN1)C1=C(C=C(C=C1)NC=1NC=CN1)S(=O)(=O)N1CCCC1)=O Trans-N-[4-[5-[4-(1H-imidazol-2-ylamino)-2-pyrrolidin-1-ylsulfonyl-phenyl]thiazol-2-yl]cyclohexyl]carbamic acid isopropyl ester